FC(C(=O)O)(F)F.CN(C=1SC2=C(N1)SC(=N2)C2=NC=C(C=C2O)C2=CN=NC=C2)C2CCNCC2 2-{5-[methyl(piperidin-4-yl)amino][1,3]thiazolo[5,4-d][1,3]thiazol-2-yl}-5-(pyridazin-4-yl)pyridin-3-ol trifluoroacetate